methyl 4-cyclopropylpicolinate C1(CC1)C1=CC(=NC=C1)C(=O)OC